4-fluoro-3-(methylsulfonyl)benzamide FC1=C(C=C(C(=O)N)C=C1)S(=O)(=O)C